OC1=NC=C(C(=N1)O)C(CC([2H])([2H])[2H])=O 1-(2,4-Dihydroxypyrimidin-5-yl)propan-1-one-3,3,3-d3